N-((1S,3R)-3-(3-bromobenzyl)-3-(4-(chloromethyl)oxazol-2-yl)cyclopentyl)methanesulfonamide BrC=1C=C(C[C@]2(C[C@H](CC2)NS(=O)(=O)C)C=2OC=C(N2)CCl)C=CC1